C(#N)C(C(=O)NC([O-])=O)=NNC1=CC(=C(C(=C1)Cl)OC=1C=C2CCN(C(C2=CC1)=O)CC1=C(C=CC(=C1)F)C)Cl (2-cyano-2-(2-(3,5-dichloro-4-((2-(5-fluoro-2-methylbenzyl)-1-oxo-1,2,3,4-tetrahydroisoquinolin-6-yl)oxy)phenyl)hydrazono)acetyl)carbamate